C(\C=C\C(=O)Cl)(=O)Cl (E)-but-2-enedioyl dichloride